BrC1=CC(=C(C(=C1)C)C=C1CNC1)F 3-[(4-bromo-2-fluoro-6-methyl-phenyl)methylene]azetidine